4-{[3-(8-{[(3S,4R)-3-fluoro-1-methylpiperidin-4-yl]amino}-3-(2,2,2-trifluoroethyl)imidazo[1,2-a]pyridin-2-yl)prop-2-yn-1-yl]amino}-3-methoxybenzenesulfonamide F[C@H]1CN(CC[C@H]1NC=1C=2N(C=CC1)C(=C(N2)C#CCNC2=C(C=C(C=C2)S(=O)(=O)N)OC)CC(F)(F)F)C